C(C)(C)(C)OC(=O)N1C[C@@H]2N(CC1)C(N(C2=O)CC(C(=O)OCC)(C)C)=O (8aS)-2-(3-ethoxy-2,2-dimethyl-3-oxo-propyl)-1,3-dioxo-5,6,8,8a-tetrahydroimidazo[1,5-a]pyrazine-7-carboxylic acid tert-butyl ester